tert-butyl-5-(2-(2-bromo-3,4-difluoro-5-methoxyphenyl)-1-hydroxyethylidene)-2,2-dimethyl-1,3-dioxane-4,6-dione C(C)(C)(C)CC1(OC(C(C(O1)=O)=C(CC1=C(C(=C(C(=C1)OC)F)F)Br)O)=O)C